isothiazolin-1,1-dioxide S1(N=CCC1)(=O)=O